thieno[2,3-b]pyridine-2-carboxylic acid S1C(=CC=2C1=NC=CC2)C(=O)O